FC1=C(C=CC(=C1)F)C=1N2C(SC1)=NC(=C2)C(=O)N[C@@H]2C(N(C1=C(OC2)C=CC(=C1)C#C)C)=O (S)-3-(2,4-difluorophenyl)-N-(7-ethynyl-5-methyl-4-oxo-2,3,4,5-tetrahydrobenzo[b][1,4]Oxazepine-3-yl)imidazo[2,1-b]thiazole-6-carboxamide